N1C(CCC1=S)=S pyrrolidine-2,5-dithione